(R)-N-(3-(Azetidine-1-sulfonimidoyl)phenyl)-4-((2-hydroxyethyl)sulfonamido)-2-(6-azaspiro[2.5]octan-6-yl)benzamide N1(CCC1)[S@](=O)(=N)C=1C=C(C=CC1)NC(C1=C(C=C(C=C1)NS(=O)(=O)CCO)N1CCC2(CC2)CC1)=O